1-[[7-[6-chloro-1-[(1-methyl-4-piperidyl)methyl]-3,4-dihydro-2H-quinolin-8-yl]thieno[3,2-b]pyridin-2-yl]methyl]pyrrolidine-2,5-dione, formic acid salt C(=O)O.ClC=1C=C2CCCN(C2=C(C1)C1=C2C(=NC=C1)C=C(S2)CN2C(CCC2=O)=O)CC2CCN(CC2)C